5-(Difluoromethyl)-6-fluoroisoindoline-2-carboxylic acid tert-butyl ester C(C)(C)(C)OC(=O)N1CC2=CC(=C(C=C2C1)C(F)F)F